C(#N)C=1C=CC=2C3=C(NC2C1)C(=C(C=N3)C(=O)NC[C@H](C(C)(C)O)F)NC=3C=NN(C3)CC(F)F (R)-7-cyano-4-((1-(2,2-difluoroethyl)-1H-pyrazol-4-yl)amino)-N-(2-fluoro-3-hydroxy-3-methylbutyl)-5H-pyrido[3,2-b]indole-3-carboxamide